3-{1H-pyrrolo[2,3-b]pyridin-3-yl}-5,6-dihydro-2H-pyridine-1-carboxylate N1C=C(C=2C1=NC=CC2)C=2CN(CCC2)C(=O)[O-]